5-(3-(9H-purin-6-yl)pyridin-2-ylamino)-N-(3,4-difluorophenyl)-2-fluorobenzamid N1=CN=C2NC=NC2=C1C=1C(=NC=CC1)NC=1C=CC(=C(C(=O)NC2=CC(=C(C=C2)F)F)C1)F